NC=1C2=C(N=CN1)C(=CS2)[C@@H]2O[C@@H]([C@H]([C@H]2O)O)CN(C(C)C)C2CC(C2)CCC2=NC1=C(N2)C=CC(=C1)C(C)(C)C (2S,3R,4S,5R)-2-(4-aminothieno[3,2-d]pyrimidin-7-yl)-5-(((3-(2-(5-(tertbutyl)-1H-benzo[d]imidazol-2-yl)ethyl)cyclobutyl)(isopropyl)amino)methyl)tetrahydrofuran-3,4-diol